4-amino-1-methyl-N-(8-oxo-4-oxa-7-azaspiro[2.5]octan-7-yl)-N-((5-(trifluoromethyl)pyridin-2-yl)methyl)-1H-pyrazolo[4,3-c]quinoline-8-carboxamide NC1=NC=2C=CC(=CC2C2=C1C=NN2C)C(=O)N(CC2=NC=C(C=C2)C(F)(F)F)N2CCOC1(CC1)C2=O